N-(5-(5-((S)-3,3-difluoro-2-hydroxypropyl)-1,2,4-oxadiazol-3-yl)-2-methylphenyl)-7-(2-hydroxypropoxy)imidazo[1,2-a]pyridine-3-carboxamide FC([C@H](CC1=NC(=NO1)C=1C=CC(=C(C1)NC(=O)C1=CN=C2N1C=CC(=C2)OCC(C)O)C)O)F